CN(C)CCOC=1C=C2C(=NC(=NC2=CC1)NC1=CC=C(C=C1)N1CCN(CC1)C(=O)OC(C)(C)C)C(F)(F)F 6-(2-(N,N-dimethylamino))ethoxy-N-(4-(4-(tert-butoxycarbonyl)piperazin-1-yl)phenyl)-4-trifluoromethylquinazolin-2-amine